2-(2-((5-chloro-7-(morpholino)benzofuran-3-yl)methoxy)phenyl)acetic acid ethyl ester C(C)OC(CC1=C(C=CC=C1)OCC1=COC2=C1C=C(C=C2N2CCOCC2)Cl)=O